O=C1NC(CCC1C1=NN(C2=C(C=CC=C12)C(=O)O)C)=O 3-(2,6-dioxopiperidin-3-yl)-1-methyl-1H-indazole-7-carboxylic acid